2,4-dimethoxy-5-(o-methylbenzoyl)benzophenone COC1=C(C(=O)C2=CC=CC=C2)C=C(C(=C1)OC)C(C1=C(C=CC=C1)C)=O